5-fluoro-4-(4-fluoro-2-methoxyphenyl)-N-(4-((methylthio)methyl)pyridin-2-yl)pyridin-2-amine FC=1C(=CC(=NC1)NC1=NC=CC(=C1)CSC)C1=C(C=C(C=C1)F)OC